N-(3-cyano-4-methyl-1H-indol-7-yl)-1-[2-[(3R,4S)-3,4-difluoropyrrolidin-1-yl]-2-oxoethyl]pyrazole-4-sulfonamide C(#N)C1=CNC2=C(C=CC(=C12)C)NS(=O)(=O)C=1C=NN(C1)CC(=O)N1C[C@H]([C@H](C1)F)F